ethyl 5-(3-fluorophenyl)-6-[4-(trifluoromethyl)phenoxy]pyridine-3-carboxylate FC=1C=C(C=CC1)C=1C=C(C=NC1OC1=CC=C(C=C1)C(F)(F)F)C(=O)OCC